C(#N)N(S(=O)(=N)C=1C=NN2C1OCC(C2)(C)C)C(NC2=C1CCCC1=CC=1CCCC21)=O N-cyano-N-((1,2,3,5,6,7-hexahydro-s-indacen-4-yl)carbamoyl)-6,6-dimethyl-6,7-dihydro-5H-pyrazolo[5,1-b][1,3]oxazine-3-sulfonimidamide